N-(3-(trifluoromethyl)-5-((2,4,6-triisopropylphenyl)sulfonamido)phenyl)-acetamide FC(C=1C=C(C=C(C1)NS(=O)(=O)C1=C(C=C(C=C1C(C)C)C(C)C)C(C)C)NC(C)=O)(F)F